bis(cyclopentadienyl)bis[2,6-difluoro-3-(N-(4-toluoylmethyl)amino)phenyl]titanium C1(C=CC=C1)[Ti](C1=C(C(=CC=C1F)NCC(=O)C1=CC=C(C=C1)C)F)(C1=C(C(=CC=C1F)NCC(=O)C1=CC=C(C=C1)C)F)C1C=CC=C1